3-fluoro-5-(1-propyl-4-(trifluoromethyl)-1H-pyrazol-5-yl)benzoic acid FC=1C=C(C(=O)O)C=C(C1)C1=C(C=NN1CCC)C(F)(F)F